1-(bicyclo[2.2.1]hept-1-yl)-N-((R)-1-(3-(difluoromethyl)-2-fluorophenyl)ethyl)-4-(((1R,5s,6s)-3-methyl-3-azabicyclo[3.1.0]hex-6-yl)amino)-6-oxo-1,6-dihydropyridine-3-carboxamide C12(CCC(CC1)C2)N2C=C(C(=CC2=O)NC2[C@@H]1CN(C[C@H]21)C)C(=O)N[C@H](C)C2=C(C(=CC=C2)C(F)F)F